C(C1=CC=CC=C1)OC1CCC2(CC(CO2)NC(OC(C)(C)C)=O)CC1 tert-butyl N-(8-benzyloxy-1-oxaspiro[4.5]decan-3-yl)carbamate